C(#N)C1(C(C2=C(C(=C(S2)NC(C)=O)C(=O)OCC)CC1)=O)C1CCC1 Ethyl 6-cyano-6-cyclobutyl-2-acetamido-7-oxo-4,5,6,7-tetrahydro-1-benzothiophene-3-carboxylate